N-(FURAN-2-YLMETHYL)-7H-PURIN-6-AMIN O1C(=CC=C1)CNC1=C2NC=NC2=NC=N1